3-formyl-8-azabicyclo[3.2.1]octane-8-carboxylic acid tert-butyl ester C(C)(C)(C)OC(=O)N1C2CC(CC1CC2)C=O